C1(=CC=CC2=CC=CC=C12)CC=1C(=C2N(C(N1)=O)C(CS2)C(=O)OC)C2=CC(=CC=C2)C(F)(F)F methyl 7-(naphthalen-1-ylmethyl)-5-oxo-8-(3-(trifluoromethyl)phenyl)-2,3-dihydro-5H-thiazolo[3,2-c]pyrimidine-3-carboxylate